N-(3-(1-methyl-1H-imidazol-4-yl)-1-(4-(trifluoromethyl)phenyl)-1H-indol-5-yl)acrylamide CN1C=NC(=C1)C1=CN(C2=CC=C(C=C12)NC(C=C)=O)C1=CC=C(C=C1)C(F)(F)F